C[C@H]1NC(COC1)C R-3,5-dimethyl-morpholine